FC(CNC1CCC(CC1)NC(=O)C=1N=C(C=C2C1SC=C2)N2C=NC=C2)F N-((1r,4r)-4-((2,2-difluoroethyl)amino)cyclohexyl)-5-(1H-imidazol-1-yl)thieno[2,3-c]pyridine-7-carboxamide